OCCN(CCC(=O)O)CC(CCCC)CC N-(2-hydroxyethyl)-N-(2-ethylhexyl)-beta-alanine